CN(CCN(C1=C(C=C(C(=C1)OC)NC1=NC=C(C(=N1)N1N=CC(=C1)CN1C[C@@H]([C@@H](C1)OC)O)C)NC(C=C)=O)C)C N-(2-((2-(dimethylamino)ethyl)(methyl)amino)-5-(4-(4-(((3S,4R)-3-hydroxy-4-methoxypyrrolidin-1-yl)methyl)-1H-pyrazol-1-yl)-5-methylpyrimidin-2-ylamino)-4-methoxyphenyl)acrylamide